N-(6-(3-fluorophenyl)-1-(4-fluorophenyl)-1H-pyrazolo[3,4-d]pyrimidin-4-yl)-5-nitrothiophene-2-carboxamide FC=1C=C(C=CC1)C1=NC(=C2C(=N1)N(N=C2)C2=CC=C(C=C2)F)NC(=O)C=2SC(=CC2)[N+](=O)[O-]